quinazoline-8-carboxylate N1=CN=CC2=CC=CC(=C12)C(=O)[O-]